CC=1C(=C(C=CC1)C1=CC=CC=C1)O methyl-2-hydroxybiphenyl